2-methyl-N-[(1s,4s)-4-{[6-chloro-2-(trifluoromethyl)quinolin-4-yl]amino}cyclohexyl]-2H-indazole-3-carboxamide CN1N=C2C=CC=CC2=C1C(=O)NC1CCC(CC1)NC1=CC(=NC2=CC=C(C=C12)Cl)C(F)(F)F